ethyl 3-(3-(4-bromo-3-oxobutan-2-yl)-2-fluorophenyl)-2-methylpropanoate BrCC(C(C)C=1C(=C(C=CC1)CC(C(=O)OCC)C)F)=O